2-(2-tert-pentyl-5-isopropylphenoxy)phenyl-1-methyl-3-difluoromethyl-1H-pyrazole-4-carboxamide C(C)(C)(CC)C1=C(OC2=C(C=CC=C2)C2=C(C(=NN2C)C(F)F)C(=O)N)C=C(C=C1)C(C)C